C1(CC1)N1N=CC(=C1)[C@H]1CNC[C@H](O1)C (2s,6r)-2-(1-cyclopropylpyrazol-4-yl)-6-methyl-morpholine